2-chloro-N-(5-(difluoromethyl)-6-(2H-1,2,3-triazol-2-yl)pyridin-3-yl)-8,8-dimethyl-7,8-dihydro-6H-cyclopenta[e]pyrazolo[1,5-a]pyrimidine-6-carboxamide ClC1=NN2C(N=CC3=C2C(CC3C(=O)NC=3C=NC(=C(C3)C(F)F)N3N=CC=N3)(C)C)=C1